ClC1=NC(=NC(=N1)SC1=CC=C(C=C1)C)SC1=CC=C(C=C1)C 2-chloro-4,6-bis(p-tolylthio)-1,3,5-triazine